2-Oxo-N-(4-((4-(4-(trifluoromethyl)piperidin-1-yl)phenyl)amino)benzyl)piperidine-4-carboxamide O=C1NCCC(C1)C(=O)NCC1=CC=C(C=C1)NC1=CC=C(C=C1)N1CCC(CC1)C(F)(F)F